C1(CC1)C1=CC=C(C=C1)C(C(=O)N)N1N=CC(=C1)B1OC(C(O1)(C)C)(C)C (4-cyclopropylphenyl)-2-[4-(4,4,5,5-tetramethyl-1,3,2-dioxaborolan-2-yl)pyrazol-1-yl]acetamide